C(C)(=O)N1CCC(CC1)NC=1C=CC(=C2CN(C(C12)=O)CC(C(=O)N)=C)C1=CC=C2C=NN(C2=C1)C 2-[[7-[(1-acetyl-4-piperidyl)amino]-4-(1-methylindazol-6-yl)-1-oxo-isoindolin-2-yl]methyl]prop-2-enamide